(S)-N-(3-amino-2-hydroxypropyl)-N-(3-fluoro-4-morpholinylphenyl)acetamide NC[C@@H](CN(C(C)=O)C1=CC(=C(C=C1)N1CCOCC1)F)O